S(=O)(=O)(ON1[C@@H]2CC[C@H](N(C1=O)C2)C(C)(F)F)[O-].[Na+] Sodium (2S,5R)-2-(1,1-difluoroethyl)-7-oxo-1,6-diazabicyclo[3.2.1]octan-6-yl sulfate